NCC1CCC(CC1)NC=1C=C(C=CC1)C1C(NC(CC1)=O)=O 3-(3-(((1s,4s)-4-(aminomethyl)cyclohexyl)amino)phenyl)piperidine-2,6-dione